trimethyltin hydroxide C[Sn](C)(C)O